4-amino-N-(cyclopropylmethyl)-7-fluoro-N-(6-(trifluoromethyl)-2,3-dihydrobenzofuran-3-yl)imidazo[1,5-a]quinoxaline-8-carboxamide NC=1C=2N(C3=CC(=C(C=C3N1)F)C(=O)N(C1COC3=C1C=CC(=C3)C(F)(F)F)CC3CC3)C=NC2